O=C1NC2=C(N1)C=CC(=C2)C=O 2-oxo-2,3-dihydro-benzimidazole-5-carbaldehyde